4-[(3S)-3-amino-3-methylpyrrolidin-1-yl]-6-cyano-N-cyclopentyl-5-(3,5-difluorophenyl)pyridine-3-carboxamide N[C@@]1(CN(CC1)C1=C(C=NC(=C1C1=CC(=CC(=C1)F)F)C#N)C(=O)NC1CCCC1)C